S1C(CCC1)OC1SCCC1 thiolanyl oxide